B(O)(O)O.B(O)(O)O.B(O)(O)O.ON(C(N(F)O)=N)F dihydroxy-difluoroguanidine triborate